4-(2-fluoro-5-((tetrahydrofuran-2-yl)methoxy)-3-(4,4,5,5-tetramethyl-1,3,2-dioxaborolan-2-yl)phenyl)-1,3,5-trimethyl-1H-pyrazole FC1=C(C=C(C=C1B1OC(C(O1)(C)C)(C)C)OCC1OCCC1)C=1C(=NN(C1C)C)C